FC=1C=NC=CC1N1[C@H](CN(CC1)C(=O)N[C@H](C)C1=CC(=CC=C1)OC)C (S)-4-(3-Fluoropyridin-4-yl)-N-((R)-1-(3-methoxyphenyl)ethyl)-3-methylpiperazine-1-carboxamide